[4-(bromomethyl)phenyl]-trimethoxysilane BrCC1=CC=C(C=C1)[Si](OC)(OC)OC